C(=C)(C)C(CCCC=CC=C)CC=C(CCCCCCC)C 8-isopropenyl-11-methyloctadecadiene-10-ene